ethyl 3-methyl-2-(3-(4-(4,4,5,5-tetramethyl-1,3,2-dioxaborolan-2-yl)phenyl)isoxazol-5-yl)butanoate CC(C(C(=O)OCC)C1=CC(=NO1)C1=CC=C(C=C1)B1OC(C(O1)(C)C)(C)C)C